p-trifluoromethyl-N,N-dimethylaniline FC(C1=CC=C(N(C)C)C=C1)(F)F